2-(tert-butyl) 8-ethyl 6-benzyl-8-methyl-2,6-diazaspiro[3.4]octane-2,8-dicarboxylate C(C1=CC=CC=C1)N1CC2(CN(C2)C(=O)OC(C)(C)C)C(C1)(C(=O)OCC)C